(S)-1-(6-chloro-6'-(tetrahydro-2H-pyran-4-yl)-[3,3'-bipyridin]-4-yl)piperidin-3-ol ClC1=CC(=C(C=N1)C=1C=NC(=CC1)C1CCOCC1)N1C[C@H](CCC1)O